1-(4-{[4-(2-methylpyrrolidin-1-yl)-5-(trifluoromethyl)pyrimidin-2-yl]amino}phenyl)piperidine CC1N(CCC1)C1=NC(=NC=C1C(F)(F)F)NC1=CC=C(C=C1)N1CCCCC1